3'-(4-phenyl-6-(spiro[dibenzo[b,d]silole-5,10'-dibenzo[b,e][1,4]thiasilin]-2'-yl)-1,3,5-triazin-2-yl)-[1,1'-biphenyl]-4-carbonitrile C1(=CC=CC=C1)C1=NC(=NC(=N1)C1=CC2=C(SC3=C([Si]24C2=C(C5=C4C=CC=C5)C=CC=C2)C=CC=C3)C=C1)C=1C=C(C=CC1)C1=CC=C(C=C1)C#N